FC1=NNC2=CC=C(C=C12)CC12CC(CC(CC1)N2)C(=O)N [(3-fluoro-1H-indazol-5-yl)methyl]-8-azabicyclo[3.2.1]octane-3-carboxamide